COC[C@@H]1C(NCCN1)=O (R)-3-(methoxymethyl)piperazin-2-one